1-ethyl-3-(2,3,4-trifluorophenoxy)azetidine C(C)N1CC(C1)OC1=C(C(=C(C=C1)F)F)F